Methylbenzoylphenyl-ethoxyphosphine oxide CCCOP(C1=CC=CC=C1)(C(C1=CC=CC=C1)=O)=O